BrC1=C2C(=NC=C1C)NC=C2 4-bromo-5-methyl-1H-pyrrolo[2,3-b]pyridine